C1(CC1)C1=CC(=NN1C1OCCCC1)NC1=CC2=C(C(=NO2)N(S(=O)(=O)C2=C(C=C(C=C2OC)C2N(CCOC2)C(=O)OC(C)(C)C)OC)CC2=CC=C(C=C2)OC)C=C1OC tert-butyl 3-(4-{(6-{[5-cyclopropyl-1-(oxan-2-yl)-1H-pyrazol-3-yl]amino}-5-methoxy-1,2-benzoxazol-3-yl)[(4-methoxyphenyl)methyl]sulfamoyl}-3,5-dimethoxyphenyl)morpholine-4-carboxylate